2-(1-(2-iodophenoxy)methyl)pyridine IC1=C(OCC2=NC=CC=C2)C=CC=C1